C1CCCOO1 5,6-dioxan